2-cyclohexyl-2,2-difluoro-N-(4-(6-fluoro-3,4-dihydro-isoquinolin-2(1H)-yl)-2,6-dimethylphenyl)acetamide C1(CCCCC1)C(C(=O)NC1=C(C=C(C=C1C)N1CC2=CC=C(C=C2CC1)F)C)(F)F